[4-(3-hydroxyphenyl)-1-propyl-1H-pyrrol-2-yl](3,4,5-trimethoxyphenyl)methanone OC=1C=C(C=CC1)C=1C=C(N(C1)CCC)C(=O)C1=CC(=C(C(=C1)OC)OC)OC